OCC[C@@H]([C@@H](CC=C)C)S(=O)(=O)N(CC1=CC=C(C=C1)OC)CC1=CC=C(C=C1)OC (3S,4R)-1-HYDROXY-N,N-BIS(4-METHOXYBENZYL)-4-METHYLHEPT-6-ENE-3-SULFONAMIDE